Cl.CNC1=C(C=CC=C1)N Methyl-o-phenylenediamine hydrochloride